(R)-3-chloro-4-((3,5-difluoropyridin-2-yl)methoxy)-2'-(2-(2-hydroxypropan-2-yl)thiazol-4-yl)-5',6-dimethyl-2H-[1,4'-bipyridin]-2-one ClC=1C(N(C(=CC1OCC1=NC=C(C=C1F)F)C)C1=CC(=NC=C1C)C=1N=C(SC1)C(C)(C)O)=O